COCCN1CCN(CC1)C1=CC(OC2=C1C=CC=C2)=O 4-[4-(2-methoxyethyl)piperazin-1-yl]-2H-benzopyran-2-one